7-oxabicyclo[4.2.0]octa-1(6),2,4-triene C1=2C=CC=CC2OC1